C(C)(C)(C)OC(=O)N1C=CC2=C(C(=CC(=C12)C)OC)CN1[C@@H](CC(CC1)=O)C1=CC=C(C=C1)C(=O)OC (S)-5-methoxy-4-((2-(4-(methoxycarbonyl)phenyl)-4-oxopiperidin-1-yl)methyl)-7-methyl-1H-indole-1-carboxylic acid tert-butyl ester